[O-]CC.[O-]CC.[O-]CC.[OH-].[Ti+4] titanium (IV) monohydroxide triethoxide